Bis[tris(4-methylphenyl)phosphine] copper(I) nitrate [N+](=O)([O-])[O-].[Cu+].CC1=CC=C(C=C1)P(C1=CC=C(C=C1)C)C1=CC=C(C=C1)C.CC1=CC=C(C=C1)P(C1=CC=C(C=C1)C)C1=CC=C(C=C1)C